CC1(COC2([C@H]1N[S@](=O)C(C)(C)C)CCNCC2)C (R)-N-((S)-3,3-dimethyl-1-oxa-8-azaspiro[4.5]decane-4-yl)-2-methylpropan-2-sulfinamide